1,1,1-TRIS(HYDROXYMETHYL)NITROMETHANE OCC(CO)(CO)[N+](=O)[O-]